4-(2-(3,4-difluorobenzyl)-5-(3,5-dimethylisoxazol-4-yl)-1H-benzo[d]imidazol-1-yl)tetrahydro-2H-thiopyran 1,1-dioxide FC=1C=C(CC2=NC3=C(N2C2CCS(CC2)(=O)=O)C=CC(=C3)C=3C(=NOC3C)C)C=CC1F